5-chloro-4-(cyclopentylmethoxy)-2-fluoro-N-((4-((4-methylbenzyl)oxy)phenyl)sulfonyl)benzamide ClC=1C(=CC(=C(C(=O)NS(=O)(=O)C2=CC=C(C=C2)OCC2=CC=C(C=C2)C)C1)F)OCC1CCCC1